3-bromo-2-chloro-5-(3-methoxy-1-(4-methyl-4H-1,2,4-triazol-3-yl)cyclobutyl)pyridine BrC=1C(=NC=C(C1)C1(CC(C1)OC)C1=NN=CN1C)Cl